bis(4-(4-aminophenoxy) phenyl) sulfone NC1=CC=C(OC2=CC=C(C=C2)S(=O)(=O)C2=CC=C(C=C2)OC2=CC=C(C=C2)N)C=C1